2-((2,3-difluoro-4-(4,4,5,5-tetramethyl-1,3,2-dioxaborolan-2-yl)phenyl)amino)-1-(3,5-difluorophenyl)-2-oxoethyl acetate C(C)(=O)OC(C(=O)NC1=C(C(=C(C=C1)B1OC(C(O1)(C)C)(C)C)F)F)C1=CC(=CC(=C1)F)F